C12CNCC2C1CNC(OC(C)(C)C)=O tert-butyl ((exo-3-azabicyclo[3.1.0]hexan-6-yl)methyl)carbamate